ClC1=CC=C(CN2C(=NC(C=3NC=NC23)=O)SC)C=C1 3-(4-chlorobenzyl)-2-(methylthio)-3,7-dihydro-6h-purin-6-one